Tert-butyl ((1R,3S)-3-((8-(isopropylamino)-6-(methylsulfonyl)pyrido[3,4-d]pyrimidin-2-yl)carbamoyl)cyclohexyl)carbamate C(C)(C)NC1=NC(=CC2=C1N=C(N=C2)NC(=O)[C@@H]2C[C@@H](CCC2)NC(OC(C)(C)C)=O)S(=O)(=O)C